4-({1',2'-dihydrospiro[cyclohexane-1,3'-pyrazolo[1,5-a]imidazol]-1'-yl}sulfonyl)-N,N-dimethyl-benzene-1-sulfonamide N1(C=2N(C3(C1)CCCCC3)N=CC2)S(=O)(=O)C2=CC=C(C=C2)S(=O)(=O)N(C)C